4-(6-cyclopropyl-8-fluoro-2-(((S)-1-methylpyrrolidin-2-yl)methoxy)-4-(piperazin-1-yl)quinazolin-7-yl)-7-fluorobenzo[d]thiazol-2-amine C1(CC1)C=1C=C2C(=NC(=NC2=C(C1C1=CC=C(C2=C1N=C(S2)N)F)F)OC[C@H]2N(CCC2)C)N2CCNCC2